(2R)-N-((S or R)-(3-chloro-4-fluorophenyl)(2-(trifluoromethyl)pyrimidin-5-yl)methyl)-2-methyl-3-oxopiperazine-1-carboxamide ClC=1C=C(C=CC1F)[C@H](NC(=O)N1[C@@H](C(NCC1)=O)C)C=1C=NC(=NC1)C(F)(F)F |o1:8|